ferrous oxide fluoride [F-].[O-2].[Fe+2]